NCCNCCC[Si](OCC)(C)C 3-(2-aminoethylamino)propyl-dimethylethoxysilane